C(#N)C1=CC(=CC=2N=C(OC21)C2=C(C(=CC=C2)B2OC(C(O2)(C)C)(C)C)C)CN2C[C@@H](CC2)C(=O)OC(C)(C)C (R)-tert-Butyl 1-((7-cyano-2-(2-methyl-3-(4,4,5,5-tetramethyl-1,3,2-dioxaborolan-2-yl)phenyl)benzo[d]oxazol-5-yl)methyl)pyrrolidine-3-carboxylate